ClC1=C(C(=O)N2COC3=C(C2)C=CC=C3C3=CC(=C(C(=O)O)C=C3F)N3C2COCC3CC2)C(=CC(=C1)N1C2COCC1CC2)Cl 4-[3-[2,6-Dichloro-4-(3-oxa-8-azabicyclo[3.2.1]octan-8-yl)benzoyl]-2,4-dihydro-1,3-benzoxazin-8-yl]-5-fluoro-2-(3-oxa-8-azabicyclo[3.2.1]octan-8-yl)benzoic acid